CC=1N=C(SC1C(=O)OCC)NC(CCNC(C1=CC(=CC=C1)C1=CN=CO1)=O)=O Ethyl 4-methyl-2-(3-(3-(oxazol-5-yl)benzamido)propanamido)thiazole-5-carboxylate